BrC1=C(/C(=N/O)/Cl)C=C(C=C1)F (Z)-2-Bromo-5-fluoro-N-hydroxybenzimidoyl chloride